C1(CCC1)OC1=CC=C2C(NN=C(C2=C1)CC=1C=CC(=C(C(=O)N2CC(C2)NC(=O)C2CC2)C1)F)=O N-(1-(5-((7-cyclobutoxy-4-oxo-3,4-dihydrophthalazin-1-yl)methyl)-2-fluorobenzoyl)azetidin-3-yl)cyclopropanecarboxamide